Tert-butyl 6-(3-(2-fluoro-4-(2-methoxyethoxy) phenyl)-5-methyl-1H-pyrazol-1-yl)-2-azaspiro[3.3]heptane-2-carboxylate FC1=C(C=CC(=C1)OCCOC)C1=NN(C(=C1)C)C1CC2(CN(C2)C(=O)OC(C)(C)C)C1